C(C1=CC=CC=C1)(=O)O.N(CCO)CCO diethanolamine benzoate